(3-chloro-3-methylbut-1-yn-1-yl)trimethylsilane ClC(C#C[Si](C)(C)C)(C)C